1,1,3,3-tetrakis(3-methyl-4-hydroxyphenyl)propane CC=1C=C(C=CC1O)C(CC(C1=CC(=C(C=C1)O)C)C1=CC(=C(C=C1)O)C)C1=CC(=C(C=C1)O)C